4-(3-methyl-1H-indazol-5-yl)-2-[(oxiran-2-yl)methyl]-2,3-dihydro-1H-isoindol-1-one CC1=NNC2=CC=C(C=C12)C1=C2CN(C(C2=CC=C1)=O)CC1OC1